4-((2S,5R)-4-acryloyl-2,5-dimethylpiperazin-1-yl)-1-(2-isopropyl-6-(methylsulfonyl)benzeneyl)-6-fluoro-7-(2-fluoro-6-hydroxyphenyl)pyrido[2,3-d]pyrimidin-2(1H)-one C(C=C)(=O)N1C[C@@H](N(C[C@H]1C)C=1C2=C(N(C(N1)=O)C1=C(C=CC=C1S(=O)(=O)C)C(C)C)N=C(C(=C2)F)C2=C(C=CC=C2O)F)C